3-(chloromethyl)-6-(pyridin-3-yl)pyridazine ClCC=1N=NC(=CC1)C=1C=NC=CC1